1,2-dibromo-4-nitrobenzene BrC1=C(C=C(C=C1)[N+](=O)[O-])Br